S1(N=CC=N1)=O 1,2,5-thiadiazole-1-oxide